Azetidin-1-yl-[(4S)-7,8-dichloro-6-(2,6-difluorophenyl)-4-methyl-4H-imidazo[1,2-a][1,4]benzodiazepine-2-Yl]methanone N1(CCC1)C(=O)C=1N=C2N(C3=C(C(=N[C@H]2C)C2=C(C=CC=C2F)F)C(=C(C=C3)Cl)Cl)C1